N-(5-(5-chloro-6-fluoro-7-isopropyl-1H-indazol-4-yl)pyrazolo[1,5-a]pyridin-2-yl)-2-fluorocyclopropane-1-carboxamide ClC=1C(=C2C=NNC2=C(C1F)C(C)C)C1=CC=2N(C=C1)N=C(C2)NC(=O)C2C(C2)F